CN([C@H](C(=O)NC)C1=CC=CC=C1)CC1=CC=C(C=C1)C1=CC(=CC=C1)C=1SC=CC1NC(CCOCCOCCOCCC(=O)O)=O (S)-3-(2-(2-(3-((2-(4'-((methyl(2-(methylamino)-2-oxo-1-phenylethyl)amino)methyl)-[1,1'-biphenyl]-3-yl)thiophen-3-yl)amino)-3-oxopropoxy)ethoxy)ethoxy)propanoic acid